COC=1C=C(C=CC1)C1=NN2C(=NC=3C=CC=C(C3C2=N1)C)NC=1C(N=CC=CC1)=O (3R)-3-{[2-(3-methoxyphenyl)-10-methyl-[1,2,4]triazolo[1,5-c]quinazolin-5-yl]amino}azepin-2-one